O=C1NC=NC=2NC3=CC(=CC=C3C21)C2CN(CC2)C(=O)OC(C)(C)C tert-butyl 3-(4-oxo-4,9-dihydro-3H-pyrimido[4,5-b]indol-7-yl)pyrrolidine-1-carboxylate